8-bromo-2-fluoronaphthalene-1,6-diol BrC=1C=C(C=C2C=CC(=C(C12)O)F)O